[K+].[K+].COC(=O)C=1C=C(C=C(C1)C(=O)OC)P([O-])(=O)[O-] 3,5-bis(methoxycarbonyl)benzenephosphonic acid dipotassium salt